C(#N)C1=C(SC2=C1C(=CC=C2B2OCC(CO2)(C)C)F)NC(OC(C)(C)C)=O tert-butyl N-[3-cyano-7-(5,5-dimethyl-1,3,2-dioxaborinan-2-yl)-4-fluoro-benzothiophen-2-yl]carbamate